Tert-butyl 6-(dimethylphosphoryl)-2,3-dihydro-1,4-oxazepin-4(7H)-carboxylate CP(=O)(C)C1=CN(CCOC1)C(=O)OC(C)(C)C